benzyl (2S,4S)-4-(((2R,4R,5S,6R)-4,5-bis(benzyloxy)-6-((benzyloxy) methyl) tetrahydro-2H-pyran-2-yl) methyl)-2-tert-butyl-5-oxooxazolidine-3-carboxylate C(C1=CC=CC=C1)O[C@@H]1C[C@H](O[C@@H]([C@H]1OCC1=CC=CC=C1)COCC1=CC=CC=C1)C[C@@H]1N([C@@H](OC1=O)C(C)(C)C)C(=O)OCC1=CC=CC=C1